F[C@H]1C[C@H](N(C1)C(CN1C[C@H](CC1)NC1=C2C=CC=NC2=C(C=C1)OCC1=CC=CC=C1)=O)C#N (2S,4S)-4-fluoro-1-[2-[(3S)-3-[(8-benzyloxy-5-quinolinyl)amino]pyrrolidin-1-yl]acetyl]pyrrolidine-2-carbonitrile